cadmium thioselenide S=[Se].[Cd]